N,N-dimethylpentanamide CN(C(CCCC)=O)C